CC1=C(CNC=2C=3N(C=C(C2)NC(=O)C24CC(C2)C4)C(=C(N3)C)C)C(=CC=C1)C N-(8-((2,6-dimethylbenzyl)amino)-2,3-dimethylimidazo[1,2-a]pyridin-6-yl)bicyclo[1.1.1]pentane-1-carboxamide